ClC1=CC(=C(OCC2=CC=C(O2)C(=O)N2CCN(CC2)CC2=NC3=C(N2C[C@H]2OCC2)C=C(C=C3)C(=O)O)C=C1)F 2-[(4-{5-[(4-chloro-2-fluorophenoxy)methyl]furan-2-carbonyl}piperazin-1-yl)methyl]-1-{[(2S)-oxetan-2-yl]methyl}-1H-1,3-benzodiazole-6-carboxylic acid